4-fluoro-2-nitrobenzaldehyde FC1=CC(=C(C=O)C=C1)[N+](=O)[O-]